[Si](C)(C)(C(C)(C)C)OC[C@@]1([C@H](CC(O1)OC(C)=O)OCOC)C#C acetic acid [(4S,5R)-5-[[tert-butyl (dimethyl) silyl] oxymethyl]-5-ethynyl-4-(methoxymethoxy) tetrahydrofuran-2-yl] ester